CC(CP(O)(=O)CC(CC(C)(C)C)C)CC(C)(C)C bis(2,4,4-trimethyl-amyl)phosphinic acid